COC([O-])=O.C[NH2+]C N,N-dimethylammonium methyl-carbonate